N1C=C(C2=NC=CC=C21)C(=O)[O-] pyrrolo[3,2-b]pyridine-3-carboxylate